ClC=1C=C(C(=C(C1)C1(COCC1)O)F)C 3-(5-chloro-2-fluoro-3-methylphenyl)-tetrahydrofuran-3-ol